ClC=1C(=NC=NC1N1CC(C1)O)NC1=NNC2=CC(=CC=C12)[C@@H]1C[C@@]12C(NC1=CC=C(C=C21)OC)=O (1R,2S)-2-(3-{[5-chloro-6-(3-hydroxyazetidin-1-yl)pyrimidin-4-yl]amino}-1H-indazol-6-yl)-5'-methoxyspiro[cyclopropane-1,3'-indol]-2'(1H)-one